C(=O)(OC(C)(C)C)N[C@@H](C(C)C)CC(=O)O Boc-beta-leucine